FC(C(=O)O)(F)F.N=1C=NN2C1C=C(C=C2)OC2=C(C=C(C=C2)NC=2C1=C(N=CN2)C=CC(=N1)C1C(CNCC1)C)C N-(4-([1,2,4]triazolo[1,5-a]pyridin-7-yloxy)-3-methylphenyl)-6-(3-methylpiperidin-4-yl)pyrido[3,2-d]pyrimidin-4-amine trifluoroacetate